1-(5-Chloro-4,6-dimethylisoxazolo[5,4-b]pyridin-3-yl)-3-(3-(trifluoromethyl)phenyl)urea ClC=1C(=C2C(=NC1C)ON=C2NC(=O)NC2=CC(=CC=C2)C(F)(F)F)C